5,6,7,8-tetrahydronaphthalene-2-carboxamide C1=C(C=CC=2CCCCC12)C(=O)N